N-(6,7-dihydro-5H-cyclopenta[b]pyridin-3-yl)-N-methyl-3-[7-oxo-3-(trifluoromethyl)-5,6-dihydro-4H-indazol-1-yl]benzamide N1=C2C(=CC(=C1)N(C(C1=CC(=CC=C1)N1N=C(C=3CCCC(C13)=O)C(F)(F)F)=O)C)CCC2